NC1=C(C=CC(=C1)F)NC(C1=CC=C(C=C1)CSC1=NN2C(C(=N1)NCC1=CC=C(C=C1)OC)=CC=C2)=O N-(2-amino-4-fluorophenyl)-4-[[[4-[(4-methoxybenzyl)amino]pyrrolo[2,1-f][1,2,4]triazin-2-yl]thio]methyl]benzamide